4-(2-((2,2-difluoroethyl)sulfonamido)pyrimidin-4-yl)-N-(5-(6-ethoxypyrazin-2-yl)pyridin-2-yl)tetrahydro-2H-pyran-4-carboxamide FC(CS(=O)(=O)NC1=NC=CC(=N1)C1(CCOCC1)C(=O)NC1=NC=C(C=C1)C1=NC(=CN=C1)OCC)F